C(C=C)N1CC(CCC1)C(=O)N[C@@H](CC1=CC=CC=C1)[C@@H](CN(S(=O)(=O)C1=CC=C(C=C1)[N+](=O)[O-])CC(C)C)O 1-allyl-N-((2S,3R)-3-hydroxy-4-(N-isobutyl-4-nitrobenzenesulfonamido)-1-phenylbutan-2-yl)piperidine-3-carboxamide